phenyl (3-pyridyl) thioether N1=CC(=CC=C1)SC1=CC=CC=C1